BrC1=CC=C2\C(\CCN(C2=C1)S(=O)(=O)C1=CC=C(C)C=C1)=N\S(=O)C(C)(C)C (E)-N-(7-bromo-1-tosyl-2,3-dihydroquinolin-4(1H)-ylidene)-2-methylpropane-2-sulfinamide